COC=1C=C(C=CC1)C=1C=C2C=CC=CN2C1N1C2=CC=CC=C2SC=2C=CC=CC12 10-(2-(3-methoxyphenyl)indolizin-3-yl)-10H-phenothiazine